N-(2-phenylaminoethyl)-3-aminopropyl-methyldimethoxysilane C1(=CC=CC=C1)NCCNCCC[Si](OC)(OC)C